Cl[SiH]1C[SiH](C1)CCCC 1-chloro-3-butyl-1,3-disilacyclobutane